2-chloro-9,10-bis(n-heptyloxy)anthracene ClC1=CC2=C(C3=CC=CC=C3C(=C2C=C1)OCCCCCCC)OCCCCCCC